ClC=1C(=NC(=NC1)NC1CCNCC1)C1=CN(C2=CC=CC=C12)S(=O)(=O)C1=CC=CC=C1 4-((5-chloro-4-(1-benzenesulfonyl-1H-indol-3-yl)pyrimidin-2-yl)amino)piperidine